BrC1=C(C=C2C(=CN(C2=C1)C1CC(C1)C#N)[C@@H](C(F)F)N[S@@](=O)C(C)(C)C)F (S)-N-((S)-1-(6-bromo-1-(3-cyanocyclobutyl)-5-fluoro-1H-indol-3-yl)-2,2-difluoroethyl)-2-methylpropane-2-sulfinamide